7,7-dimethyl-9-nitro-6a,7,12,12a,13,14-hexahydro-6H-benzo[7,8]thiochromeno[4,3-b]quinoline CC1(C2C(NC3=CC=C(C=C13)[N+](=O)[O-])C=1CCC3=C(C1SC2)C=CC=C3)C